N1(CCCCC1)C1CCN(CC1)C1CCN(CC1)C1=C(C=NC2=CC=C(C=C12)C(=O)[O-])S(=O)(=O)C1=CC=C(C=C1)OCCCC 4-([1,4':1',4''-terpiperidin]-1''-yl)-3-((4-butoxyphenyl)sulfonyl)quinoline-6-carboxylate